OC1=CN=NC(=C1)CCC1=CC=C(C=C1)C(F)(F)F 4-hydroxy-6-{2-[4-(trifluoromethyl)phenyl]ethyl}pyridazine